O=P12OCC(CO1)(CO2)CO 1-oxo-4-hydroxymethyl-2,6,7-trioxa-1-phosphabicyclo-[2.2.2]octane